2-(1-(4-((Cyclohexylmethyl)thio)phenyl)ethylidene)hydrazine-1-carboximidamide C1(CCCCC1)CSC1=CC=C(C=C1)C(C)=NNC(N)=N